BrC1=CC=C2C(=CC=NC2=C1)OC(C(=O)C1=CC=CC=C1)=CN(C)C 2-((7-Bromoquinolin-4-yl)oxy)-3-(dimethylamino)-1-phenylprop-2-en-1-one